5-bromo-3-(4-nitrophenyl)-1-((2-(trimethylsilyl)ethoxy)methyl)-1H-pyrazolo[3,4-b]pyridine BrC=1C=C2C(=NC1)N(N=C2C2=CC=C(C=C2)[N+](=O)[O-])COCC[Si](C)(C)C